C(C=CC=CCCCCCCCCCC)=O 1-pentadecadienal